FC(CN1N=C(C=C1)N\C(\C)=C\1/C(NC2=CN=C(C=C21)C=2C=NC=CC2C)=O)F (Z)-3-(1-((1-(2,2-Difluoroethyl)-1H-pyrazol-3-yl)amino)ethylidene)-5-(4-methylpyridin-3-yl)-1H-pyrrolo[2,3-c]pyridin-2(3H)-one